(4-(2-(dimethylamino)ethyl)-4-hydroxypiperidin-1-yl)methanone CN(CCC1(CCN(CC1)C=O)O)C